methylthiazole-5-carboxylic acid methyl ester COC(=O)C1=CN=C(S1)C